Cl.BrC=1C=C2/C(/C(N(C2=CC1)C)=O)=C/1\C(N(C2=CC=CC=C12)CCNC(CCN(C)C)=O)=O (E)-N-(2-(5'-bromo-1'-methyl-2,2'-dioxo-[3,3'-biindolinylidene]-1-yl)ethyl)-3-(dimethylamino)propanamide hydrochloride